2-(isoindolin-2-ylmethyl)-5-((4-(morpholinosulfonyl)benzyl)oxy)-4H-pyran-4-one C1N(CC2=CC=CC=C12)CC=1OC=C(C(C1)=O)OCC1=CC=C(C=C1)S(=O)(=O)N1CCOCC1